(Z)-2-oxo-2-((4-styrylphenyl)amino)acetic acid O=C(C(=O)O)NC1=CC=C(C=C1)\C=C/C1=CC=CC=C1